dimethyl-Glutaric acid CC(CC(=O)O)(CC(=O)O)C